CN(S(=O)(=O)NC(C1=CC=CC=C1)=O)C(C)C N-[methyl-(propan-2-yl)sulfamoyl]benzamide